N[C@@H]1CCC2=CC(=CC=C12)C#N (1R)-1-amino-2,3-dihydro-1H-indene-5-carbonitrile